COC1=CC=CC2=C(C3=CC=CC(=C3C(=C12)C1=CC=CC=C1)OC)C1=CC=CC=C1 1,8-dimethoxy-9,10-diphenylanthracene